FC(C(=O)O)(F)F.FC(C(=O)O)(F)F.C12CNCC2C1NC=1C2=C(N=C(N1)OC[C@H]1N(CCC1)C)C(=C(N=C2)C2=CC(=CC1=CC=CC=C21)O)F 4-(4-((3-azabicyclo[3.1.0]hexan-6-yl)amino)-8-fluoro-2-(((S)-1-methylpyrrolidin-2-yl)methoxy)pyrido[4,3-d]pyrimidin-7-yl)naphthalen-2-ol bis(2,2,2-trifluoroacetate)